C(C)(C)(C)OCCOC(C)(C)C ethylene glycol di-tertiary butyl ether